C1(C\C=C/C\C=C/CCCC(C)O1)=O (Z,Z)-3,6-Dodecadien-11-olide